O1CC(C1)N1N=CC(=C1)B1OC(C(O1)(C)C)(C)C 1-(oxetan-3-yl)-4-(4,4,5,5-tetramethyl-1,3,2-dioxaborolan-2-yl)pyrazole